3-(4-chlorophenyl)-2,2-difluoro-N-(4-methyl-3-(pyridin-4-yl)-1-((2-(trimethylsilyl)ethoxy)methyl)-1H-pyrazol-5-yl)propanamide ClC1=CC=C(C=C1)CC(C(=O)NC1=C(C(=NN1COCC[Si](C)(C)C)C1=CC=NC=C1)C)(F)F